N-methoxyphenylamide CO[N-]C1=CC=CC=C1